1-(4-methoxy-benzyl)-3-(4-(3-methyl-2-oxooxazolidin-5-yl)phenyl)urea COC1=CC=C(CNC(=O)NC2=CC=C(C=C2)C2CN(C(O2)=O)C)C=C1